FC1=C(C(=CC=C1F)F)[C@H]1CC(N(C1)C(=O)OC(C)(C)C)=O (R)-tert-butyl 4-(2,3,6-trifluorophenyl)-2-oxopyrrolidine-1-carboxylate